FC1(CCN(CC1)C1=NC(=CC(=C1)NC1=NC=NC2=CC(=CC(=C12)N1CCC2(CC2)CC1)NS(=O)(=O)CCO)C)F N-(4-((2-(4,4-Difluoropiperidin-1-yl)-6-methylpyridin-4-yl)amino)-5-(6-azaspiro[2.5]octan-6-yl)quinazolin-7-yl)-2-hydroxyethane-1-sulfonamide